5-n-propyl-thiophene C(CC)C1=CC=CS1